NC1=NN2C(C(=CC(=C2)OCC)C=2C=NC(=CC2)N2CC3N(C(C2)C3)CC=3C=NC=C(C3)F)=C1C#N 2-amino-6-ethoxy-4-(6-(6-((5-fluoropyridin-3-yl)methyl)-3,6-diazabicyclo[3.1.1]heptan-3-yl)pyridin-3-yl)pyrazolo[1,5-a]pyridine-3-carbonitrile